CC=1C(=NC(=NC1)NC=1C=NN(C1)C1COCCC1)C1=C(C(=O)O)C=CC=C1 (5-methyl-2-((1-(tetrahydro-2H-pyran-3-yl)-1H-pyrazol-4-yl)amino)pyrimidin-4-yl)benzoic acid